(R)-3-(4-(1-((6-(3-(2-ethoxyphenoxy)piperidin-1-yl)pyrazin-2-yl)amino)-2-methyl-1-oxopropan-2-yl)phenyl)propanoic acid C(C)OC1=C(O[C@H]2CN(CCC2)C2=CN=CC(=N2)NC(C(C)(C)C2=CC=C(C=C2)CCC(=O)O)=O)C=CC=C1